5-chloro-1-methyl-3-(4-phenoxyphenyl)-1H-pyrazolo[4,3-d]pyrimidine ClC=1N=CC2=C(N1)C(=NN2C)C2=CC=C(C=C2)OC2=CC=CC=C2